(S)-3-(1-oxo-4-((4-((4-(2-(thiazol-5-yl)pyrimidin-4-yl)piperazin-1-yl)methyl)benzyl)oxy)isoindol-2-yl)piperidine-2,6-dione O=C1N(CC2=C(C=CC=C12)OCC1=CC=C(C=C1)CN1CCN(CC1)C1=NC(=NC=C1)C1=CN=CS1)[C@@H]1C(NC(CC1)=O)=O